2-(((cis-4-phenylcyclohexyl)oxy)methyl)piperidine-1-carboxylate C1(=CC=CC=C1)[C@H]1CC[C@H](CC1)OCC1N(CCCC1)C(=O)[O-]